(2,6-dimethylphenyl)-4-mesitylbenzothiazol-2-amine CC1=C(C(=CC=C1)C)C=1C=CC2=C(N=C(S2)N)C1C1=C(C=C(C=C1C)C)C